palladium ammonia nitrite N(=O)[O-].N.[Pd+2].N(=O)[O-]